C1(=CC=CC=C1)C(C(C)C=1N(C(C(=C(N1)C(=O)[O-])OC)=O)C)C1=CC=CC=C1.[Na+] sodium 2-(1,1-diphenylprop-2-yl)-5-methoxy-1-methyl-6-oxo-1,6-dihydropyrimidine-4-carboxylate